N1(CCCCC1)C(=O)C=1C=NN2C1C=CC=C2N2C(C1=CC=CC=C1C2)=O [3-(piperidine-1-carbonyl)pyrazolo[1,5-a]pyridin-7-yl]isoindolin-1-one